3-amino-2-(2,6-diethylphenyl)-6,7-dihydro-2H-pyrazolo[4,3-c]Pyridine-5(4H)-carboxylic acid tert-butyl ester C(C)(C)(C)OC(=O)N1CC=2C(CC1)=NN(C2N)C2=C(C=CC=C2CC)CC